O[C@@H](C=O)[C@H]([C@H]([C@@H](C(CO)O)O)O)O (2R,3S,4S,5R)-2,3,4,5,6,7-hexahydroxyheptanal